ClC=1C(N(C(=CC1OCC1=NC=C(C=C1F)F)C)C1=CC(=NC=C1C)C=1N=C(SC1)C(C)(C)NC(C)=O)=C=O N-(2-(4-(3-chloro-4-((3,5-difluoropyridin-2-yl)methoxy)-5',6-dimethyl-2-carbonyl-2H-[1,4'-bipyridyl]-2'-yl)thiazol-2-yl)propan-2-yl)acetamide